O1C=C(C2=C1C=CC=C2)C2=NC1=C(C=CC(=C1C=C2)O[C@@H](C)C2=CC=CC=C2)CC 2-(1-Benzofuran-3-yl)-8-ethyl-5-[(1S)-1-phenylethoxy]quinoline